COC(C=C)(O)O acrylic acid methyl hemiacetal